(E)-4-(1-(2-(3-(2,5-dioxo-2,5-dihydro-1H-pyrrol-1-yl)propanoyl)hydrazono)ethyl)-N-(2,5,8,11,14,17,20,23,26,29,32,35-dodecaoxaheptatriacontan-37-yl)benzamide O=C1N(C(C=C1)=O)CCC(=O)N\N=C(/C)\C1=CC=C(C(=O)NCCOCCOCCOCCOCCOCCOCCOCCOCCOCCOCCOCCOC)C=C1